1,12-dodecanedial C(CCCCCCCCCCC=O)=O